C(C)(C)(C)OC(=O)NC1=C(C=CC=C1I)[C@@H](C(=O)OC)C Methyl (S)-2-((tert-butoxycarbonyl) amino)-3-iodophenylpropionate